C(C)(C)(C)OC(N(C12CC3(CC(CC(C1)C3)C2)SCCO)CC(=O)N2[C@@H](CCC2)C#N)=O.C[Si](SCCC[Si](OCCOC)(OCCOC)OCCOC)(C)C trimethylsilyl-thiopropyl-tri(2-methoxyethoxy)silane tert-butyl-(2-((S)-2-cyanopyrrolidin-1-yl)-2-oxoethyl)(3-((2-hydroxyethyl)thio)adamantan-1-yl)carbamate